1-(4-(tert-Butoxycarbonyl)-6-methoxy-3,4-dihydro-2H-benzo[b][1,4]oxazin-7-yl)-6-chloro-1H-pyrazolo[4,3-c]pyridine-3-carboxylic acid C(C)(C)(C)OC(=O)N1C2=C(OCC1)C=C(C(=C2)OC)N2N=C(C=1C=NC(=CC12)Cl)C(=O)O